methyl-7-chloro-4-(methoxy-d3)-2-methyl-2-(4-oxocyclohexyl)benzo[d][1,3]dioxole-5-carboxylate COC(=O)C1=C(C2=C(OC(O2)(C2CCC(CC2)=O)C)C(=C1)Cl)OC([2H])([2H])[2H]